2-Hydroxy-5-methyl-N-(5-nitrothiazol-2-yl)benzamide OC1=C(C(=O)NC=2SC(=CN2)[N+](=O)[O-])C=C(C=C1)C